N-[4-(7-chloro-5-hydroxy-2,3,4,5-tetrahydro-benzo[b]azepin-1-carbonyl)-3-methyl-phenyl]-2-methylbenzamide ClC1=CC2=C(N(CCCC2O)C(=O)C2=C(C=C(C=C2)NC(C2=C(C=CC=C2)C)=O)C)C=C1